C1(=CC=CC=C1)S(=O)(=O)NC(C=C)=O N-(benzenesulfonyl)acrylamide